CN(C=1C=CC=C2C1N=N[Se]2)C N,N-dimethylbenzselenadiazole-4-amine